N-(3-(6-(difluoromethoxy)-1H-benzo[d]imidazol-2-yl)phenyl)-[2,3'-bipyridin]-6'-amine FC(OC=1C=CC2=C(NC(=N2)C=2C=C(C=CC2)NC2=CC=C(C=N2)C2=NC=CC=C2)C1)F